C(C)(C)(C)NC1=CC(=C2C(=N1)C=C(S2)C2=CC(=NN2C)C)NCCCO 3-(5-(tert-butylamino)-2-(1,3-dimethyl-1H-pyrazol-5-yl)thieno[3,2-b]pyridin-7-ylamino)-1-propanol